2-methyl-7-(4,4,5,5-tetramethyl-1,3,2-dioxaborolan-2-yl)-2H-indazole CN1N=C2C(=CC=CC2=C1)B1OC(C(O1)(C)C)(C)C